Dimethylzirconium [2',2'''-([2,2'-bipyridine]-6,6'-diyl)bis(3,5-di-tert-butyl-[1,1'-biphenyl]-2-olate)] N1=C(C=CC=C1C1=C(C=CC=C1)C=1C(=C(C=C(C1)C(C)(C)C)C(C)(C)C)[O-])C1=NC(=CC=C1)C1=C(C=CC=C1)C=1C(=C(C=C(C1)C(C)(C)C)C(C)(C)C)[O-].C[Zr+2]C